C(C)(C)(C)OC(=O)N[C@H](C(=O)O)CSC1=C(C=C(C=C1)C#N)[N+](=O)[O-] (2R)-2-(tert-butoxycarbonylamino)-3-(4-cyano-2-nitro-phenyl)thio-propionic acid